(R)-5-{4-[4-(3,5-dimethylpyridin-2-ylamino)piperidine-1-carbonyl]phenyl}-5-isopropylimidazolidine-2,4-dione CC=1C(=NC=C(C1)C)NC1CCN(CC1)C(=O)C1=CC=C(C=C1)[C@@]1(C(NC(N1)=O)=O)C(C)C